C(=C)OCCNC(S)=S.[K] potassium N-(vinyloxyethyl)dithiocarbamic acid